ClC1=C(C=CC(=C1)Cl)\C=C(/C(O)C(C)(C)C)\N1N=CN=C1 (βE)-β-[(2,4-dichlorophenyl)methylene]-α-(1,1-dimethylethyl)-1H-1,2,4-triazole-1-ethanol